CN1C2=NC(=NC(=C2N=C1C1=CC=NC=C1)N1CCOCC1)N/N=C/C1=CC(=CC=C1)C (E)-4-(9-methyl-2-(2-(3-methylbenzylidene)hydrazino)-8-(pyridin-4-yl)-9H-purin-6-yl)morpholine